CC=1NC(C2=C(N1)C=NC(=C2C#N)N(C2CCN(CC2)CC(F)(F)F)C)=O 2-methyl-6-(methyl-(1-(2,2,2-trifluoroethyl)piperidin-4-yl)amino)-4-oxo-3,4-dihydropyrido[3,4-d]pyrimidine-5-carbonitrile